1,1-difluoromethanesulfonamide [6-(2-isopropylphenyl)-2-[(3-nitrophenyl)sulfonylamino]pyrimidin-4-yl]methanesulfonate C(C)(C)C1=C(C=CC=C1)C1=CC(=NC(=N1)NS(=O)(=O)C1=CC(=CC=C1)[N+](=O)[O-])CS(=O)(=O)O.FC(S(=O)(=O)N)F